C(C1=CC=CC=C1)OC1=C(C(=C(C(=O)O)C(=C1)C=C)C)C 4-(benzyloxy)-2,3-dimethyl-6-vinylbenzoic acid